ClC[C@H](CCOS(=O)(=O)C)OC(C)(C)C (3S)-methanesulfonic acid 4-chloro-3-tert-butyloxy-butyl ester